C1(=NC(=CC2=C1NC1=CC=CC=C21)C(=O)N2CCCCC2)C(=O)N2CCCCC2 (9H-Pyrido[3,4-b]indole-1,3-diyl)bis(piperidin-1-ylmethanone)